C1(CCCCC1)[C@@H](C(=O)NC1=CC=C(C=C1)C=1C(=NN(C1C)CC(=O)O)C)NC(=O)C1=CC=NN1C(C=C)C=C (S)-2-(4-(4-(2-cyclohexyl-2-(1-(penta-1,4-dien-3-yl)-1H-pyrazole-5-carboxamido)acetamido)phenyl)-3,5-dimethyl-1H-pyrazol-1-yl)acetic acid